[O-]O.C(C)(C)C1=CC(=CC=C1)C(C)C 1,3-diisopropylbenzene hydroperoxide